3-formylcyclobutanecarboxylic acid benzyl ester C(C1=CC=CC=C1)OC(=O)C1CC(C1)C=O